FC1C(C(=O)Cl)=CC=CC1=NO 2-Fluoro-N-hydroxy-iminobenzoyl chloride